2-[2-(4,4,5,5-tetramethyl-1,3,2-dioxaborolan-2-yl)phenyl]-1-[4-[5-(trifluoromethyl)pyrimidin-2-yl]piperazin-1-yl]ethanone CC1(OB(OC1(C)C)C1=C(C=CC=C1)CC(=O)N1CCN(CC1)C1=NC=C(C=N1)C(F)(F)F)C